tert-butyl 4-[4-[(5-bromo-1-methyl-imidazole-2-carbonyl)amino]-2-methyl-benzoyl]piperazine-1-carboxylate BrC1=CN=C(N1C)C(=O)NC1=CC(=C(C(=O)N2CCN(CC2)C(=O)OC(C)(C)C)C=C1)C